tris(4-tert-butyl-3-hydroxy-2,6-dimethylbenzyl)-s-triazine-2,4,6(1H,3H,5H)-trione C(C)(C)(C)C1=C(C(=C(CN2C(N(C(N(C2=O)CC2=C(C(=C(C=C2C)C(C)(C)C)O)C)=O)CC2=C(C(=C(C=C2C)C(C)(C)C)O)C)=O)C(=C1)C)C)O